(1R,3S,5s,7s)-N-(3-chloropyridin-2-yl)-2-(5-(3-cyano-6-(2-hydroxy-2-methylpropyloxy)pyrazolo[1,5-a]pyridin-4-yl)pyridin-2-yl)-2-azaadamantan-5-carboxamide ClC=1C(=NC=CC1)NC(=O)C12C[C@H]3N([C@H](CC(C1)C3)C2)C2=NC=C(C=C2)C=2C=3N(C=C(C2)OCC(C)(C)O)N=CC3C#N